N'-(2-ethyl-4-hydroxy-phenyl)-6-(2-fluoro-3-pyridyl)-4-[[(R)-pyrrolidin-2-ylmethyl]amino]pyrrolo[1,2-b]pyridazine-3-carboxamidine C(C)C1=C(C=CC(=C1)O)N=C(N)C1=C(C=2N(N=C1)C=C(C2)C=2C(=NC=CC2)F)NC[C@@H]2NCCC2